FC=1C=C(C=CC1)C1=NN2C(=NC=3C(=CC=CC3C2=N1)C(F)(F)F)N[C@H]1C(NCCNC1)=O (6R)-6-{[2-(3-fluorophenyl)-7-(trifluoromethyl)[1,2,4]triazolo[1,5-c]quinazolin-5-yl]amino}-1,4-diazepan-5-one